ClC=1C=C(CSC=2N(C(=NN2)CN2C3=CC=CC=C3C=3C=CC=CC23)C2=CC=CC=C2)C=CC1 9-((5-((3-chlorobenzyl)thio)-4-phenyl-4H-1,2,4-triazol-3-yl)methyl)-9H-carbazole